(S)-tert-butyl (1-((4-(2-(cyclopropanecarboxamido)pyrazolo[1,5-a]pyridin-5-yl)-5-methylisoxazol-3-yl)oxy)-2-phenylpropan-2-yl)carbamate C1(CC1)C(=O)NC1=NN2C(C=C(C=C2)C=2C(=NOC2C)OC[C@](C)(C2=CC=CC=C2)NC(OC(C)(C)C)=O)=C1